1,2-diisocyanato-octadecane N(=C=O)CC(CCCCCCCCCCCCCCCC)N=C=O